(S)-2-((4-(2-(4-Cyano-2-fluorophenyl)-2,3-dihydrobenzo[b][1,4]dioxin-5-yl)piperidin-1-yl)methyl)-4-ethoxy-1-methyl-1H-benzo[d]imidazole-6-carboxylic acid C(#N)C1=CC(=C(C=C1)[C@H]1COC2=C(O1)C=CC=C2C2CCN(CC2)CC2=NC1=C(N2C)C=C(C=C1OCC)C(=O)O)F